ClC1=CC=C(C=C1)[C@H](CCNC(=O)C=1C=C(C=NC1OC)C1=CC(=C2C(=NNC2=C1)C(=O)NC)F)O 6-(5-{[(3S)-3-(4-chlorophenyl)-3-hydroxypropyl]carbamoyl}-6-methoxypyridin-3-yl)-4-fluoro-N-methyl-1H-indazole-3-carboxamide